CS(=O)(=O)CCC(=O)OC1CN(C1)C=1N=C(C2=C(N1)CC[S+]2[O-])N(C2CCOCC2)C [1-[4-[methyl(tetra-hydropyran-4-yl)amino]-5-oxido-6,7-dihydro-thieno[3,2-d]pyrimidin-5-ium-2-yl]azetidin-3-yl] 3-methylsulfonyl-propanoate